[Si](C1=CC=CC=C1)(C1=CC=CC=C1)(C(C)(C)C)OC1CC(N(C1)C(=O)[O-])C(=O)[O-] 4-[tert-butyl(diphenyl)silyl]oxypyrrolidine-1,2-dicarboxylate